1-nitro-2-(trifluoromethoxyl)benzene tert-Butyl-4-(4-(2-aminoethyl)-3-fluorophenyl)-3,6-dihydropyridine-1(2H)-carboxylate C(C)(C)(C)OC(=O)N1CCC(=CC1)C1=CC(=C(C=C1)CCN)F.[N+](=O)([O-])C1=C(C=CC=C1)OC(F)(F)F